ClC1=C(C=CC=C1Cl)N1CC2N(C(C1)C2)CC=2C=C1CN(C(C1=CC2)=O)N2C(NC(CC2)=O)=O 1-(5-((3-(2,3-dichlorophenyl)-3,6-diazabicyclo[3.1.1]heptane-6-yl)methyl)-1-oxoisoindolin-2-yl)dihydropyrimidine-2,4(1H,3H)-dione